COC1=C=C2CC(C2=CC1OC)O 3,4-dimethoxybicyclo[4.2.0]octa-1,2,5-trien-7-ol